10-methacryloyloxydecyl dihydrogen phosphate P(=O)(OCCCCCCCCCCOC(C(=C)C)=O)(O)O